6-(tert-butoxycarbonyl)-7-(4-((tert-butyldimethylsilyl)oxy)butyl)-5,6,7,8-tetrahydro-1,6-naphthyridine-2-carboxylic acid C(C)(C)(C)OC(=O)N1CC=2C=CC(=NC2CC1CCCCO[Si](C)(C)C(C)(C)C)C(=O)O